N-(4-((4-(2-(4-((8-(4-((2-(2,6-dioxopiperidin-3-yl)-1,3-dioxoisoindolin-4-yl)amino)butoxy)octyl)oxy)phenyl)propan-2-yl)phenoxy)methyl)pyrimidin-2-yl)methanesulfonamide O=C1NC(CCC1N1C(C2=CC=CC(=C2C1=O)NCCCCOCCCCCCCCOC1=CC=C(C=C1)C(C)(C)C1=CC=C(OCC2=NC(=NC=C2)NS(=O)(=O)C)C=C1)=O)=O